TETRAHYDRONAPHTHO[1,2-B]FURAN-2(3H)-ON O1C=2C(CC1=O)CCC1C=CC=CC12